BrC=1C=C(C=CC1)[C@@H](C)NC1=NC(=NC2=CC(=C(C=C12)OC)OCC(=O)N1CCN(CC1)CCCN1CCCCC1)C (R)-2-((4-((1-(3-bromophenyl)ethyl)amino)-6-methoxy-2-methylquinazolin-7-yl)oxy)-1-(4-(3-(piperidin-1-yl)propyl)piperazin-1-yl)ethan-1-one